Cl.COC([C@@H](N)CC1=CC=C(C=C1)O)=O (S)-tyrosine methyl ester hydrochloride